ethyl 5-benzyl-1H-1,2,4-triazole-3-carboxylate C(C1=CC=CC=C1)C1=NC(=NN1)C(=O)OCC